ClC1=C(C=C2C(=N1)C(=NN2C(=O)OC(C)(C)C)C=2C=NN(C2)C)OC tert-Butyl 5-chloro-6-methoxy-3-(1-methyl-1H-pyrazol-4-yl)-1H-pyrazolo[4,3-b]pyridine-1-carboxylate